C(C)OC=1C=[N+](C=CC1)[O-] 3-ethoxypyridine-1-oxide